C1=CC=C(C=C1)C(C2=CC=CC=C2)NC(=NCC(=O)O)NC3=CC=C(C=C3)C#N The molecule is a trisubstituted guanidine, carrying 4-cyanophenyl, diphenylmethyl and carboxymethyl substituents, which is known to act as a highly potent sweetening agent. It has a role as an epitope and a sweetening agent. It is a glycine derivative and a member of guanidines.